4-(5-(1-(but-2-ynyl)pyrrolidin-2-yl)pyrrolo[1,2-c]pyrimidin-7-yl)-N-(3-chloropyridin-2-yl)benzamide C(C#CC)N1C(CCC1)C=1C=C(N2C=NC=CC21)C2=CC=C(C(=O)NC1=NC=CC=C1Cl)C=C2